NCC#CC=1C=C2C(=NN(C2=CC1)C)N1C(N(C(CC1)=O)CO)=O 1-(5-(3-aminoprop-1-yn-1-yl)-1-methyl-1H-indazol-3-yl)-3-(hydroxymethyl)dihydropyrimidine-2,4(1H,3H)-dione